3,6-anhydrosorbitol OC[C@H](O)[C@@H]1[C@H](O)[C@H](O)CO1